4-(2-((2-chloro-6,7-dihydrothieno[3,2-d]pyrimidin-4-yl)amino)ethyl)pyridin-2(1H)-one ClC=1N=C(C2=C(N1)CCS2)NCCC2=CC(NC=C2)=O